ClCOC([C@@H](C)C1=CC=CC=C1)=O (S)-2-phenylpropionic acid chloromethyl ester